oxa-5-azabicyclo[2.2.2]octan C12OCC(NC1)CC2